COC1=CC=C2CC(C(OC2=C1)C1=CC=C(C=C1)OC)O (±)-7-methoxy-2-(4-methoxyphenyl)chroman-3-ol